tert-butyl 6-(methylcarbamoyl)-3',6'-dihydro-[3,4'-bipyridine]-1'(2'h)-formate CNC(=O)C1=CC=C(C=N1)C=1CCN(CC1)C(=O)OC(C)(C)C